C(C=C)(=O)O.C(C=C)(=O)O.C(C=C)(=O)O.C(C=C)(=O)O.OCC1(C(C(CC1)(CO)CO)=O)CO 2,2,5,5-tetrahydroxymethylcyclopentanon tetraacrylate